C(=C)OC=C monovinylether